trans-[2-(hydroxymethyl)cyclopropyl]methanol OC[C@H]1[C@@H](C1)CO